O=C1NC(CCC1N1C(C2=CC=C(C=C2C1=O)OCCOCCOCCOCCS(=O)(=O)N1CCN(CC1)C1CCC(CC1)NC1=NC=NC2=CC=C(C=C12)C#N)=O)=O 4-(((1r,4r)-4-(4-((2-(2-(2-(2-((2-(2,6-dioxopiperidin-3-yl)-1,3-dioxoisoindolin-5-yl)oxy)ethoxy)ethoxy)ethoxy)ethyl)sulfonyl)piperazin-1-yl)cyclohexyl)amino)quinazoline-6-carbonitrile